ClC1=CC=C(C=C1)C=1C(=CC=CC1)C(=O)N1C2CN(C(C1)CC2)CC=2C=C1CN(C(C1=CC2)=O)C2C(NC(CC2)=O)=O 3-(5-((5-(4'-chloro-[1,1'-biphenyl]-2-carbonyl)-2,5-diazabicyclo[2.2.2]octan-2-yl)methyl)-1-oxoisoindolin-2-yl)piperidine-2,6-dione